1-(7-chloro-1,6-naphthyridin-2-yl)-2,2,2-trifluoro-1-(1-methylpiperidin-4-yl)ethanol ClC1=NC=C2C=CC(=NC2=C1)C(C(F)(F)F)(O)C1CCN(CC1)C